C(C)(=O)C=1C(=NC=CN1)C1=CC=C(C=N1)NC(OC(C)(C)C)=O tert-butyl N-[6-(3-acetylpyrazin-2-yl)-3-pyridyl]carbamate